(exo)-6-[[2-chloro-4-[[1-methyl-5-[3-(trifluoromethyl)-1H-pyrazol-4-yl]imidazole-2-carbonyl]amino]benzoyl]amino]-3-azabicyclo[3.1.0]hexane-3-carboxylic acid tert-butyl ester C(C)(C)(C)OC(=O)N1CC2C(C2C1)NC(C1=C(C=C(C=C1)NC(=O)C=1N(C(=CN1)C=1C(=NNC1)C(F)(F)F)C)Cl)=O